C(C)(C)(C)C(CS(=O)(=O)O)C 2-tert-butyl-propanesulfonic acid